O[C@@H]1C[C@H](N(C1)C(=O)OCC1=CC=C(C=C1)[N+](=O)[O-])C(=O)O (2S,4R)-4-hydroxy-1-(p-nitrobenzyloxycarbonyl)pyrrolidine-2-carboxylic acid